(1R,3S,5S)-2-(2-(3-Acetyl-5-(2-methylpyrimidin-5-yl)-1H-indazol-1-yl)acetyl)-N-(6-bromopyridin-2-yl)-5-(methoxymethyl)-2-azabicyclo[3.1.0]hexane-3-carboxamide C(C)(=O)C1=NN(C2=CC=C(C=C12)C=1C=NC(=NC1)C)CC(=O)N1[C@@H]2C[C@@]2(C[C@H]1C(=O)NC1=NC(=CC=C1)Br)COC